[Ag]I.[Ag].[Zn].ClC1=CC=C(C(=N1)CCCl)S(=O)(=O)N[C@@H](C(C)C1=C(C(=CC=C1F)C)C)C=1OC(NN1)=O 6-chloro-2-(2-chloroethyl)-N-[(1S)-2-(6-fluoro-2,3-dimethylphenyl)-1-(5-oxo-4H-1,3,4-oxadiazol-2-yl)propyl]pyridine-3-sulfonamide zinc-silver-silver iodide